1-(6,7-dichloro-1H-indazol-3-yl)ethanone ClC1=CC=C2C(=NNC2=C1Cl)C(C)=O